C(C)C1=CC=C2C(CC3C(C(OC3=O)=O)C2=C1)C1C(OC(C1)=O)=O 1,3,3a,4,5,9b-hexahydro-8-ethyl-5-(tetrahydro-2,5-di-oxo-3-furanyl)-naphtho[1,2-c]-furan-1,3-dione